methyl (E)-3,4-difluoro-2-((2-fluoro-4-iodo-5-methylphenyl)amino)-5-((2-(4-methylphenyl)sulfonylhydrazono)methyl)benzoate FC=1C(=C(C(=O)OC)C=C(C1F)/C=N/NS(=O)(=O)C1=CC=C(C=C1)C)NC1=C(C=C(C(=C1)C)I)F